9-methacryloyloxynonyltrimethoxysilane C(C(=C)C)(=O)OCCCCCCCCC[Si](OC)(OC)OC